COC1=C(C=C(C=C1)[N+](=O)[O-])C1=CC=2C(=CN=CC2)N1 2-(2-methoxy-5-nitrophenyl)-1H-pyrrolo[2,3-c]pyridine